FC(COCCC(C#N)C)F 2-(2,2-difluoroethoxy)ethyl-(propionitrile)